tert-Butyl (4S)-3-[3-(4-chloro-1-methylindazol-5-yl)-2-oxoimidazol-1-yl]-2-(4-fluoro-3,5-dimethylphenyl)-4-methyl-6,7-dihydro-4H-pyrazolo[4,3-c]pyridine-5-carboxylate ClC1=C2C=NN(C2=CC=C1N1C(N(C=C1)C=1N(N=C2C1[C@@H](N(CC2)C(=O)OC(C)(C)C)C)C2=CC(=C(C(=C2)C)F)C)=O)C